xylenesulfonic acid sodium salt [Na+].C1(C(C=CC=C1)C)(C)S(=O)(=O)[O-]